BrC=1C(N(C(N(C1)CC(=O)[O-])=O)C)=O (5-bromo-2,4-dioxo-Methyl 3,4-dihydro-2H-pyrimidin-1-yl)-acetate